N-((3,3-difluorocyclobutyl)methyl)-5-(2-(quinolin-6-yl)-7H-pyrrolo[2,3-d]pyrimidin-5-yl)pyrazolo[1,5-a]pyridine-3-carboxamide FC1(CC(C1)CNC(=O)C=1C=NN2C1C=C(C=C2)C2=CNC=1N=C(N=CC12)C=1C=C2C=CC=NC2=CC1)F